4,4-Difluorocyclohexan-1-one FC1(CCC(CC1)=O)F